2-(3-((S or R)-1-(((S)-((S)-7-fluoro-1,2,3,4-tetrahydro-1,5-naphthyridin-3-yl)(phenyl)methyl)amino)propan-2-yl)-4-methylphenyl)acetic acid FC1=CN=C2C[C@@H](CNC2=C1)[C@@H](C1=CC=CC=C1)NC[C@@H](C)C=1C=C(C=CC1C)CC(=O)O |o1:20|